3-(4-methylphenyl)thiazolidin-4-one CC1=CC=C(C=C1)N1CSCC1=O